CN(CCO)C1=CC(=NC=C1)NC=1SC2=C(N1)C=CC(=C2)C2=CC=NC=C2 2-(methyl(2-((6-(pyridin-4-yl)benzo[d]thiazol-2-yl)amino)pyridin-4-yl)amino)ethanol